C(#N)C=1C(=CC(=NC1)N1N=C(C(=C1)C=O)C(=O)O)OC 1-(5-cyano-4-methoxypyridin-2-yl)-4-formyl-1H-pyrazole-3-carboxylic acid